C(C=C)N(C(C(F)(F)Br)=O)C1=CC(=C(C=C1)OC)Cl N-allyl-2-bromo-N-(3-chloro-4-methoxyphenyl)-2,2-difluoroacetamide